N-(1-(1-(difluoromethyl)-1H-benzo[d]imidazol-2-yl)piperidin-4-yl)-3-(3-fluorophenyl)-1-methyl-1H-pyrazolo[3,4-d]pyrimidin-6-amine FC(N1C(=NC2=C1C=CC=C2)N2CCC(CC2)NC2=NC=C1C(=N2)N(N=C1C1=CC(=CC=C1)F)C)F